dimethoxybenzylidenedioxotetrahydroimidazolpropionic acid-2-ethylhexyl ester C(C)C(COC(C(C(C1N(CC(N1OC)=O)OC)=CC1=CC=CC=C1)=O)=O)CCCC